2,2-bis(fluoromethyl)-7-(trifluoromethyl)chroman-4-one FCC1(OC2=CC(=CC=C2C(C1)=O)C(F)(F)F)CF